The molecule is a dicarboxylic acid monoanion that is the conjugate base of trans,trans-muconic acid. It has a role as a human xenobiotic metabolite. It is a conjugate base of a trans,trans-muconic acid. It is a conjugate acid of a trans,trans-muconate. C(=C/C(=O)O)\\C=C\\C(=O)[O-]